3-(hydroxymethyl)-4-(trifluoromethyl)benzonitrile OCC=1C=C(C#N)C=CC1C(F)(F)F